6-chloro-1-(3,4-difluorophenyl)-4-(methoxymethoxy)-2-tetrahydropyran-4-yl-indole ClC1=CC(=C2C=C(N(C2=C1)C1=CC(=C(C=C1)F)F)C1CCOCC1)OCOC